N1C(=NC2=C1C=CC=C2)C(N2C(N(C1=CC(=CC=C1C2)C2=CC=C(C=C2)C2CCN(CC2)C)C)=O)C2=C(C=CC(=C2)F)O 3-[1H-benzimidazol-2-yl-(5-fluoro-2-hydroxy-phenyl)methyl]-1-methyl-7-[4-(1-methyl-4-piperidyl)phenyl]-4H-quinazolin-2-one